(R)-N-(4-cyanobenzyl)-1,5-dimethyl-6-((1-(methylsulfonyl)cyclopropyl)methyl)-7-oxo-4,5,6,7-tetrahydro-1H-pyrazolo[3,4-c]pyridine-3-carboxamide C(#N)C1=CC=C(CNC(=O)C2=NN(C=3C(N([C@@H](CC32)C)CC3(CC3)S(=O)(=O)C)=O)C)C=C1